CN1CCC(=CC1)C1=NC=CC=2C3=C(N=CC12)NC=C3C3=CC=NC=C3 6-(1-methyl-1,2,3,6-tetrahydropyridin-4-yl)-1-(pyridin-4-yl)-3H-pyrrolo[2,3-c][2,7]naphthyridine